C(C=C)(=O)[Pt].[Nb].[Ta] tantalum-niobium alloyl-platinum